BrC1=C(CNC(/C=C/C2=CC(=C(C=C2)OC(C(C)C)=O)OC)=O)C=CC=C1 (E)-4-(3-((2-bromobenzyl)amino)-3-oxoprop-1-en-1-yl)-2-methoxyphenylisobutyrate